4-(4-(6-(((1R,3S,5S)-1,5-dimethyl-9-azabicyclo[3.3.1]non-3-yl)oxy)pyridazin-3-yl)-2,3-difluoro-5-hydroxyphenyl)-1-methylpyridin-2(1H)-one C[C@]12CC(C[C@](CCC1)(N2)C)OC2=CC=C(N=N2)C2=C(C(=C(C=C2O)C2=CC(N(C=C2)C)=O)F)F